butyl-4-methyl-pyridine iodide [I-].C(CCC)C1=NC=CC(=C1)C